(2S,4R)-4-(p-tolyloxy)pyrrolidine-2-carboxylic acid methyl ester COC(=O)[C@H]1NC[C@@H](C1)OC1=CC=C(C=C1)C